[2-[4-[5-(dimethylamino)pentyl-[4-[2-(2-methyl octanoyloxy)-1-(2-methyloctanoyloxymethyl)ethoxy]-4-oxo-butyl]amino]butanoyloxy]-3-(2-methyloctanoyloxy)propyl]2-methyloctanoate CN(CCCCCN(CCCC(=O)OC(COC(C(CCCCCC)C)=O)COC(C(CCCCCC)C)=O)CCCC(=O)OC(COC(C(CCCCCC)C)=O)COC(C(CCCCCC)C)=O)C